tert-butyl ((1r,4r)-4-((7-fluoropyrimido[1,6-b]indazol-3-yl)amino)cyclohexyl)carbamate FC=1C=CC2=C3N(N=C2C1)C=NC(=C3)NC3CCC(CC3)NC(OC(C)(C)C)=O